C(C)(C)(C)NN=C(C)C acetone tert-butyl hydrazone